5-benzyl-N-(1-methyl-2-oxo-2,3,4,5-tetrahydro-1H-benzo[4,5]imidazo[1,2-a][1,3]diazepin-3-yl)isoxazole-3-carboxamide C(C1=CC=CC=C1)C1=CC(=NO1)C(=O)NC1C(N(C=2N(CC1)C1=C(N2)C=CC=C1)C)=O